2-((3-chloro-4-fluorophenyl)(6,6-difluorospiro[3.3]heptan-2-yl)methyl)-5-methyl-4-(methyl-sulfonyl)-1H-imidazole ClC=1C=C(C=CC1F)C(C=1NC(=C(N1)S(=O)(=O)C)C)C1CC2(C1)CC(C2)(F)F